(S)-2-chloro-N-(5-cyano-6-(difluoromethoxy)pyridin-3-yl)-8,8-dimethyl-7,8-dihydro-6H-cyclopenta[e]pyrazolo[1,5-a]pyrimidine-6-carboxamide ClC1=NN2C(N=CC3=C2C(C[C@@H]3C(=O)NC=3C=NC(=C(C3)C#N)OC(F)F)(C)C)=C1